[C@H]1(C([C@@H](C(C(C1O)O)O)O)[NH+]=C(N)N)O Guanidinodeoxy-scyllo-inositol